8-(5-(6-isopropyl-2-methoxypyridin-3-yl)imidazo[2,1-b][1,3,4]thiadiazol-2-yl)-1-oxa-8-azaspiro[4.5]decan-3-amine C(C)(C)C1=CC=C(C(=N1)OC)C1=CN=C2SC(=NN21)N2CCC1(CC(CO1)N)CC2